BrC=1C=2N(C=C(C1)C1CC1)N=C(N2)CCl 8-bromo-2-(chloromethyl)-6-cyclopropyl-[1,2,4]triazolo[1,5-a]pyridine